C(C)(C)(C)C=1C=CC=2N(C3=CC=C(C=C3C2C1)C(C)(C)C)C1=CC=C(C=C1)N(C1=CC=C(C=O)C=C1)C1=CC=C(C=C1)N1C2=CC=C(C=C2C=2C=C(C=CC12)C(C)(C)C)C(C)(C)C 4-(Bis(4-(3,6-di-tert-butyl-9H-carbazol-9-yl)phenyl)amino)benzaldehyde